dithiobis(2,6-di-t-butylphenol) C(C)(C)(C)C1=C(C(=CC=C1SSC=1C(=C(C(=CC1)C(C)(C)C)O)C(C)(C)C)C(C)(C)C)O